(2R,3S)-3-((6-fluoro-2-(2-methoxy-7-methylquinoxalin-5-yl)thiazolo[5,4-b]pyridin-5-yl) oxy)butan-2-yl (2-((R)-2-hydroxypropoxy)pyrimidin-5-yl)carbamate O[C@@H](COC1=NC=C(C=N1)NC(O[C@H](C)[C@H](C)OC1=C(C=C2C(=N1)SC(=N2)C2=C1N=CC(=NC1=CC(=C2)C)OC)F)=O)C